CC1=CC=CC=C1C(=O)N o-toluamide